C(C)(C)(C)OC(=O)N1CCC(CC1)NCCOCCOCCC(=O)OC(C)(C)C 4-((2-(2-(3-(tert-butoxy)-3-oxopropoxy)ethoxy)ethyl)amino)piperidine-1-carboxylic acid tert-butyl ester